(S)-1-Boc-2-benzylpiperazine C(=O)(OC(C)(C)C)N1[C@H](CNCC1)CC1=CC=CC=C1